C=1(C(=CC=CC1)C(=O)[O-])C.[Ca+2].C=1(C(=CC=CC1)C(=O)[O-])C calcium toluate